5-Bromo-2-(methylmercapto)-4-pyrimidinecarboxylic acid BrC=1C(=NC(=NC1)SC)C(=O)O